tert-butyl 4-[7-({8-fluoro-2-methylimidazo[1,2-a]pyridin-6-yl}carbamoyl)-2-[(1-hydroxycyclopropyl)methyl]indazol-4-yl]piperazine-1-carboxylate FC=1C=2N(C=C(C1)NC(=O)C1=CC=C(C3=CN(N=C13)CC1(CC1)O)N1CCN(CC1)C(=O)OC(C)(C)C)C=C(N2)C